1-(4-phenylthiophenyl)-(3-cyclopentyl)-propan C1(=CC=CC=C1)C=1C=C(SC1)C(CC)C1CCCC1